BrC=1C=C(C=CC1)N1N=C(C=C1C)CO [1-(3-bromophenyl)-5-methylpyrazol-3-yl]methanol